ClC=1C(=CC(=NC1)C(=O)N[C@@H](CO)C1=CC=CC=C1)OCC1CC1 5-chloro-4-(cyclopropylmethoxy)-N-[(1R)-2-hydroxy-1-phenylethyl]pyridine-2-carboxamide